C1(=CC=CC=C1)S(=O)(=O)C1CC2=CC3=CC=CC=C3C=C2C=C1 2-(phenylsulfonyl)-1,2-dihydroanthracene